(3aR,5S,6S,6aR)-6-(3,4-dihydroisoquinolin-2(1H)-yl)-2,2-dimethyltetrahydrofuro[2,3-d][1,3]dioxol-5-carbaldehyde C1N(CCC2=CC=CC=C12)[C@H]1[C@H](O[C@@H]2OC(O[C@@H]21)(C)C)C=O